8-methyl-3-(2-bromoethyl)quinazolin-4(3H)-one CC=1C=CC=C2C(N(C=NC12)CCBr)=O